N1(C=NC=C1)CCOC=1C=CC(=C2C=C(N=CC12)Cl)C(C)C 8-(2-(1H-imidazol-1-yl)ethoxy)-3-chloro-5-isopropylisoquinoline